CN1C(N(C2=C1N=NC=1C=CC(=CC21)C=2C=NC(=CC2)[C@@H](C)OCCN2C[C@@H](CC2)S(=O)(=O)C)C2CCOCC2)=O 3-methyl-8-(6-((R)-1-(2-((R)-3-(methylsulfonyl)pyrrolidin-1-yl)ethoxy)ethyl)pyridin-3-yl)-1-(tetrahydro-2H-pyran-4-yl)-1H-imidazo[4,5-c]cinnolin-2(3H)-one